C(C)(C)(C)NS(=O)(=O)C=1C=C(C=CC1C1=CN=C(S1)C1=CC=C(C=C1)[N+](=O)[O-])NC(OC)=O methyl (3-(N-(tert-butyl)sulfamoyl)-4-(2-(4-nitrophenyl)thiazol-5-yl)phenyl)carbamate